N-(3',4'-dichloro-5-fluorobiphenyl-2-yl)-3-(difluoromethyl)-1-methylpyrazole-4-carboxamide ClC=1C=C(C=CC1Cl)C1=C(C=CC(=C1)F)NC(=O)C=1C(=NN(C1)C)C(F)F